SCCSC(CS)CSCCS 2,3-bis(2-mercaptoethylthio)-1-propyl mercaptan